2-(4-chlorobenzyl)-8-methyl-N-(tetrahydro-2H-pyran-4-yl)-4,5-dihydro-2H-furo[2,3-g]indazole-7-carboxamide ClC1=CC=C(CN2N=C3C4=C(CCC3=C2)OC(=C4C)C(=O)NC4CCOCC4)C=C1